α-keto-dimethylguanidinovaleric acid CC(C)(C)C(C(=O)C(=O)O)N=C(N)N